(4-(2-((adamantan-1-yl)amino)ethyl)phenyl)methanol C12(CC3CC(CC(C1)C3)C2)NCCC2=CC=C(C=C2)CO